(3aR,5r,6aS)-octahydrocyclopenta[c]pyrrole-5-ol C1NC[C@H]2[C@@H]1CC(C2)O